(1s,3s)-3-(4-(2-(4-((6-(2H-1,2,3-triazol-2-yl)pyridin-3-yl)oxy)phenyl)propane-2-yl)phenoxy)cyclobutylamine N=1N(N=CC1)C1=CC=C(C=N1)OC1=CC=C(C=C1)C(C)(C)C1=CC=C(OC2CC(C2)N)C=C1